CC=1C=C(C=CC1OC=1C=NC(=NC1)C)NC=1C2=C(N=CN1)SC1=C2CCN(C1)C(=O)OC(C)(C)C tert-Butyl 4-((3-methyl-4-((2-methylpyrimidin-5-yl)oxy)phenyl)amino)-5,6-dihydropyrido[4',3':4,5]thieno[2,3-d]pyrimidine-7(8H)-carboxylate